4-ethoxy-2,6-diphenylpyrimidine-5-carbonitrile C(C)OC1=NC(=NC(=C1C#N)C1=CC=CC=C1)C1=CC=CC=C1